tert-butyl 4-[5-(2,6-dioxo-3-piperidyl)-4-oxo-6H-thieno[2,3-c]pyrrol-2-yl]-3,6-dihydro-2H-pyridine-1-carboxylate O=C1NC(CCC1N1CC2=C(C1=O)C=C(S2)C=2CCN(CC2)C(=O)OC(C)(C)C)=O